N[C@@H]1CN(CCC1)CCNC=1C=C(C=CC1C(F)(F)F)C1=NNC(O1)=O 5-[3-({2-[(3S)-3-aminopiperidin-1-yl]ethyl}amino)-4-(trifluoromethyl)phenyl]-1,3,4-oxadiazol-2(3H)-one